C1=C2C(C3=C(OCC4=C(C3)C=CC=C4)C2=CC=C1)=O 6,11-dihydro-12H-benzo[e]indeno[1,2-b]oxepin-12-one